1,2-dihydro-3H-pyridin N1CCCC=C1